1-[2-cyano-4-(trifluoromethyl)phenyl]-4-{2'-ethoxy-[2,3'-bipyridine]-5-yl}-N-[(3R)-1-methylpyrrolidin-3-yl]piperidine-4-carboxamide C(#N)C1=C(C=CC(=C1)C(F)(F)F)N1CCC(CC1)(C(=O)N[C@H]1CN(CC1)C)C=1C=CC(=NC1)C=1C(=NC=CC1)OCC